CC1=C(SC=C1C)NC(NS(N(C1CN(CCC1)C)C=1C=NN(C1)C)(=O)=O)=O 3-(3,4-Dimethylthiophen-2-yl)-1-[(1-methyl-1H-pyrazol-4-yl)(1-methylpiperidin-3-yl)sulfamoyl]urea